CC1(OB(OC1(C)C)C=1C=NN(C1)[C@@H]1CN(CC1)C(=O)OC(C)(C)C)C tert-butyl (3s)-3-[4-(4,4,5,5-tetramethyl-1,3,2-dioxaborolan-2-yl)pyrazol-1-yl]pyrrolidine-1-carboxylate